C(C)(C)(C)OC(=O)N1CCC(CC1)C1=CC=C(C=C1)OC1C(NC(CC1)=O)=O.FC=1C=NC=C(C1)CN1CC(CC1)(C1OCCC1)CCC1=CC=CC=C1 3-fluoro-5-((3-phenethyl-3-(tetrahydrofuran-2-yl)pyrrolidin-1-yl)methyl)pyridine Tert-butyl-4-(4-((2,6-dioxopiperidin-3-yl)oxy)phenyl)piperidine-1-carboxylate